dihydro-5-azacytidine C1N=C(NC(=O)N1[C@H]2[C@@H]([C@@H]([C@H](O2)CO)O)O)N